2-methylenedioxybenzyl alcohol C1OC2=C(CO)C=CC=C2O1